N-(1-(azetidin-1-ylmethyl)cyclopropyl)-2-(3-fluoro-5-methylphenyl)-2-methylpropanamide N1(CCC1)CC1(CC1)NC(C(C)(C)C1=CC(=CC(=C1)C)F)=O